(3S,5S,8S,10S,13R,14S,17R)-3-ethyl-17-((R)-4-(1-hydroxycyclopentyl)butan-2-yl)-10,13-dimethyl-2,3,4,5,6,7,8,10,12,13,14,15,16,17-tetradecahydro-1H-cyclopenta[a]phenanthren-3-ol C(C)[C@@]1(CC[C@@]2(C3=CC[C@@]4([C@H](CC[C@H]4[C@@H]3CC[C@H]2C1)[C@H](C)CCC1(CCCC1)O)C)C)O